5-(methylsulfanyl)-2H,3H-pyrido[4,3-f][1,4]oxazepine CSC1=NCCOC2=C1C=CN=C2